(S)-3-methyl-3-((1-(methylsulfonyl)-2-(4-(trifluoromethyl)phenyl)-1H-indol-3-yl)methyl)-2,3-dihydro-1H-inden-1-one C[C@@]1(CC(C2=CC=CC=C12)=O)CC1=C(N(C2=CC=CC=C12)S(=O)(=O)C)C1=CC=C(C=C1)C(F)(F)F